5-(1-(2-(1,3-dioxolan-2-yl)-4-fluorophenyl)-1H-pyrazole-5-carbonyl)-1H-pyrazole-3-carbonitrile O1C(OCC1)C1=C(C=CC(=C1)F)N1N=CC=C1C(=O)C1=CC(=NN1)C#N